EthylPotassium Malonate C(CC(=O)O)(=O)O.C(C)[K]